7-(2-fluoro-6-hydroxyphenyl)-2-thioxo-1,2,3,5,6,7-hexahydro-4H-pyrano[2,3-d]pyrimidin-4-one FC1=C(C(=CC=C1)O)C1CCC2=C(NC(NC2=O)=S)O1